(S)-3-aminobutan-1-ol N[C@H](CCO)C